NC1=C(C(=NN1C1CC(C1)(C)O)C1=C(C=C2C(=CC(=NC2=C1)C1=CC=CC=C1)OC)F)C(=O)N 5-amino-3-(6-fluoro-4-methoxy-2-phenylquinolin-7-yl)-1-((1r,3r)-3-hydroxy-3-methylcyclobutyl)-1H-pyrazole-4-carboxamide